[Si](C)(C)(C(C)(C)C)OCC1=CC(=NC=C1C)C(C1=C(C=2N(C=C1)C(=NN2)C(F)F)C)Cl 7-((4-(((tert-Butyldimethylsilyl)oxy)methyl)-5-methylpyridin-2-yl)chloromethyl)-3-(difluoromethyl)-8-methyl-[1,2,4]triazolo[4,3-a]pyridine